(Z)-5-((1H-pyrrolo[3,2-c]pyridin-3-yl)methyl)imidazolidine-2,4-dione N1C=C(C=2C=NC=CC21)CC2C(NC(N2)=O)=O